FC=1C=CC(=C(C(=O)NCC2=CC=C(C=C2)C2=CC(=C3C=NNC3=C2C(=O)N)N2C[C@@H](CC2)O)C1)OC (R)-6-(4-((5-Fluoro-2-methoxybenzamido)methyl)phenyl)-4-(3-hydroxypyrrolidin-1-yl)-1H-indazole-7-carboxamide